BrC1=CC=C(C=C1)[C@@H](C)N1CCN(CC1)C (R)-1-(1-(4-bromophenyl)ethyl)-4-methylpiperazine